BrC=1C=C(C=C(C1)Br)C1(CC(C1)C)C1=NN=CN1C 3-[1-(3,5-dibromophenyl)-3-methyl-cyclobutyl]-4-methyl-1,2,4-triazole